BrC1=CC=C(CNC2=NC3=CC=CC=C3N=C2NC2=CC(=C(C(=C2)Cl)Cl)Cl)C=C1 N2-(4-bromobenzyl)-N3-(3,4,5-trichlorophenyl)quinoxaline-2,3-diamine